dichloro-8-fluoro-11-oxo-4-oxa-6,12,17-triazatetracyclo[12.2.1.02,12.05,10]heptadeca-5(10),6,8-triene-17-carboxylate ClC1=C(C(=NC=2OCC3C4CCC(CN3C(C12)=O)N4C(=O)[O-])Cl)F